ClC1=C(C(=O)N[C@H](C)C2=C(C=CC(=C2)OC(F)(F)F)F)C=C(C(=C1)F)C=1C=CC=2N(N1)C=C(N2)NC(C)=O 2-chloro-5-{2-acetamidoimidazo[1,2-b]pyridazin-6-yl}-4-fluoro-N-[(1R)-1-[2-fluoro-5-(trifluoromethoxy)phenyl]ethyl]benzamide